ClC1=C(CC(C1)(C)C)C=O 2-chloro-4,4-dimethylcyclopent-1-en-1-carbaldehyde